2-(4-(Benzo[d]thiazol-7-yl)phenyl)-N-(2-ethynyl-thiazol-4-yl)pyrrolidine-1-carboxamide S1C=NC2=C1C(=CC=C2)C2=CC=C(C=C2)C2N(CCC2)C(=O)NC=2N=C(SC2)C#C